N-[2-[[(1S)-3-(cyclopropylamino)-1-[[(3S,5R)-5-methyl-2-oxo-pyrrolidin-3-yl]methyl]-2,3-dioxo-propyl]carbamoyl]-4-fluoro-phenyl]-2-(trifluoromethyl)pyridine-4-carboxamide C1(CC1)NC(C([C@H](C[C@H]1C(N[C@@H](C1)C)=O)NC(=O)C1=C(C=CC(=C1)F)NC(=O)C1=CC(=NC=C1)C(F)(F)F)=O)=O